C(CC)S(=O)(=O)O Propyl-sulfonic acid